2-(2-(2-(3-((4-((4-(3-(5-(tert-Butyl)-2-methoxy-3-(methylsulfonamido)phenyl)ureido)-naphthalen-1-yl)oxy)pyridin-2-yl)amino)-5-methoxyphenoxy)ethoxy)ethoxy)acetic acid, sodium salt [Na+].C(C)(C)(C)C=1C=C(C(=C(C1)NC(NC1=CC=C(C2=CC=CC=C12)OC1=CC(=NC=C1)NC=1C=C(OCCOCCOCC(=O)[O-])C=C(C1)OC)=O)OC)NS(=O)(=O)C